2-chloro-5,7-dihydrofuro[3,4-b]pyridine-3-carboxylate ClC1=C(C=C2C(=N1)COC2)C(=O)[O-]